C(CCCCCCCCC)B(O)O Decylboronic acid